1-naphthalen-2-yl-sulfonylpyrrolidine-2-carboxylic acid C1=C(C=CC2=CC=CC=C12)S(=O)(=O)N1C(CCC1)C(=O)O